(3S,4S)-8-(5-((8-chloro-2-fluoroimidazo[1,2-a]pyridin-7-yl)thio)pyrazin-2-yl)-3-methyl-2-oxa-8-azaspiro[4.5]decan-4-amine ClC=1C=2N(C=CC1SC=1N=CC(=NC1)N1CCC3([C@@H]([C@@H](OC3)C)N)CC1)C=C(N2)F